FC1(CN(C1)C=1C=C2C(=CC=NC2=CC1)C(=O)O)C(F)(F)F 6-(3-fluoro-3-(trifluoromethyl)azetidin-1-yl)quinoline-4-carboxylic acid